(S)-2-(1-(3-chloro-6-oxo-1,6-dihydropyridin-2-yl)cyclopropane-1-carboxamido)-4-(((S)-3-fluoro-2-methoxypropyl)(4-(5,6,7,8-tetrahydro-1,8-naphthyridin-2-yl)butyl)amino)butanoic acid ClC1=C(NC(C=C1)=O)C1(CC1)C(=O)N[C@H](C(=O)O)CCN(CCCCC1=NC=2NCCCC2C=C1)C[C@@H](CF)OC